ClC=1C=C(C2=C(N1)NC=C2I)C(=O)OC methyl 6-chloro-3-iodo-1H-pyrrolo[2,3-b]pyridine-4-carboxylate